(S)-N-cyclohexyl-1-(4-((1-(5-(3,5-difluorophenyl)-4,5-dihydro-1H-pyrazole-1-carbonyl)azetidin-3-yl)oxy)-5-fluoropyridin-2-yl)-3,5-dimethyl-1H-pyrazole-4-sulfonamide C1(CCCCC1)NS(=O)(=O)C=1C(=NN(C1C)C1=NC=C(C(=C1)OC1CN(C1)C(=O)N1N=CC[C@H]1C1=CC(=CC(=C1)F)F)F)C